C(C)C1=NN(C(=C1O)C)C 3-Ethyl-1,5-dimethyl-1H-pyrazol-4-ol